N-[2-(phenylsulfonyloxy)phenyl]-N'-[2-(m-toluenesulfonyloxy)phenyl]urea C1(=CC=CC=C1)S(=O)(=O)OC1=C(C=CC=C1)NC(=O)NC1=C(C=CC=C1)OS(=O)(=O)C=1C=C(C)C=CC1